Ethyl (5-(4-fluoro-3-((4-oxo-3,4-dihydrophthalazin-1-yl)methyl)phenyl)-1H-benzoimidazol-2-yl)carbamate FC1=C(C=C(C=C1)C1=CC2=C(NC(=N2)NC(OCC)=O)C=C1)CC1=NNC(C2=CC=CC=C12)=O